benzyl (2-(oxazol-5-yl)pyrimidin-5-yl)carbamate O1C=NC=C1C1=NC=C(C=N1)NC(OCC1=CC=CC=C1)=O